[Na].C(CCCCCCCCCCCCCCCCC)(=O)OC(CN[C@@H](CS)C(=O)O)COC(CCCCCCCCCCCCCCCCC)=O [2,3-bis(stearoyloxy)propyl]cysteine sodium